3-(3-chloro-5-{[(1r,4r)-4-(trifluoromethyl)cyclohexyl]oxy}phenyl)-1-(4-methyl-benzenesulfonyl)-4-(trifluoromethyl)-1H-pyrrolo[3,2-c]pyridine ClC=1C=C(C=C(C1)OC1CCC(CC1)C(F)(F)F)C1=CN(C2=C1C(=NC=C2)C(F)(F)F)S(=O)(=O)C2=CC=C(C=C2)C